ClC1=C(C=CC=C1)NC(C1=CC=C(C=C1)NC1=NC(=NC=C1F)NC1=CC=C(C=C1)CC(=O)N1CCN(CC1)CC1CCN(CC1)C1=CC=C(C=C1)C1C(NC(CC1)=O)=O)=O N-(2-chlorophenyl)-4-((2-((4-(2-(4-((1-(4-(2,6-dioxopiperidin-3-yl)phenyl)piperidin-4-yl)methyl)piperazin-1-yl)-2-oxoethyl)phenyl)amino)-5-fluoropyrimidin-4-yl)amino)benzamide